N1C(=CC2=CC=CC=C12)C(=O)N1CC2=C(CC1)ON=C2C(=O)N(C2(CC2)C2OCC(CO2)N)C 5-(1H-indole-2-carbonyl)-N-methyl-N-{1-[(2r,5r)-5-amino-1,3-dioxan-2-yl]cyclopropyl}-4H,5H,6H,7H-[1,2]oxazolo[4,5-c]pyridine-3-carboxamide